5-bromo-2-(7-{[(3R)-oxacyclohex-3-yl]amino}pyrazolo[1,5-d][1,2,4]triazin-4-yl)phenol BrC=1C=CC(=C(C1)O)C=1C=2N(C(=NN1)N[C@H]1COCCC1)N=CC2